1-aminopropyl-3-butylimidazole L-proline salt N1[C@@H](CCC1)C(=O)O.NC(CC)C1=NC=CN1CCCC